5-(6-Chloro-5-((1S,2S)-2-(methoxymethyl)cyclopropyl)pyridazin-3-yl)pyrimidine-2,4(1H,3H)-dione ClC1=C(C=C(N=N1)C=1C(NC(NC1)=O)=O)[C@@H]1[C@H](C1)COC